COC=1C=C(C=CC1)S(=O)(=O)NC(=O)C=1C(=NC(=CC1)N1N=C(C=C1)OCC1(CC1)C(F)(F)F)N1C(C[C@@H](C1)C)(C)C N-(3-methoxyphenyl)sulfonyl-6-[3-[[1-(trifluoromethyl)cyclopropyl]methoxy]pyrazol-1-yl]-2-[(4S)-2,2,4-trimethylpyrrolidin-1-yl]pyridine-3-carboxamide